ClC=1C2=C(N=CN1)C1=C(S2)N=C2C(=C1COC1=CC=CC=C1)COC(C2)(C)C 4-chloro-8,8-dimethyl-11-(phenoxymethyl)-7,10-dihydro-8H-pyrano[3'',4'':5',6']pyrido[3',2':4,5]thieno[3,2-d]pyrimidine